copper di(3-methacryloyloxy-2-methylpropionate) C(C(=C)C)(=O)OCC(C(=O)[O-])C.C(C(=C)C)(=O)OCC(C(=O)[O-])C.[Cu+2]